Methyl 4-pyrazol-1-yl-3-[2-(3-pyridyl)ethynyl]benzoate N1(N=CC=C1)C1=C(C=C(C(=O)OC)C=C1)C#CC=1C=NC=CC1